1,6-hexylene-bis[3-(3,5-di-tert-butyl-4-hydroxyphenyl)propionamide] C(CCCCCC(C(=O)N)CC1=CC(=C(C(=C1)C(C)(C)C)O)C(C)(C)C)C(C(=O)N)CC1=CC(=C(C(=C1)C(C)(C)C)O)C(C)(C)C